Methyl (2R,6R,7aS)-2-fluoro-6-hydroxytetrahydro-1H-pyrrolizine-7a(5H)-carboxylate F[C@@H]1C[C@@]2(C[C@H](CN2C1)O)C(=O)OC